CC(CCOC/C=C/C1=CC=CC=C1)CCC=C(C)C (E)-(3-((3,7-dimethyloct-6-en-1-yl)oxy)prop-1-en-1-yl)benzene